5-ethynyl-2-((4-(4-methylpiperazin-1-yl)phenyl)amino)-8-(tetrahydrofuran-3-yl)pyrido[2,3-d]pyrimidin-7(8H)-one C(#C)C1=CC(N(C=2N=C(N=CC21)NC2=CC=C(C=C2)N2CCN(CC2)C)C2COCC2)=O